ClC1=CC2=C(N(C(N=C2N2[C@H](CN(CC2)C(C=C)=O)C)=O)C2=C(C=CC=C2)C(C)C)N=C1C1=C(C=C(C=C1)F)F (M)-6-chloro-7-(2,4-difluorophenyl)-4-((2S)-2-methyl-4-(2-propenoyl)-1-piperazinyl)-1-(2-(2-propanyl)phenyl)pyrido[2,3-d]pyrimidin-2(1H)-one